racemic-tert-butyl 1-oxo-2,5,8-triazaspiro[3.5]nonane-8-carboxylate O=C1NC[C@]12NCCN(C2)C(=O)OC(C)(C)C |r|